COC1=CC(=CC2=C1SC(=C2)C=2N=C(C1=C(N2)N2C(=C1)C=NCC2(C)C)N)C (7-methoxy-5-methylbenzo[b]thiophen-2-yl)-9,9-dimethyl-8,9-dihydropyrazino[1',2':1,5]pyrrolo[2,3-d]pyrimidin-4-amine